NN1C(=C(C(=C1)C1=NN(C=C1)C1CC1)C)C(=O)OCC ethyl 1-amino-4-(1-cyclopropyl-1H-pyrazol-3-yl)-3-methyl-1H-pyrrole-2-carboxylate